CN1CCN(CC1)CC=1C=C2C(=NC1)NC=C2C=2C=C1N(CCNC1=O)C2 7-(5-((4-methylpiperazin-1-yl)methyl)-1H-pyrrolo[2,3-b]pyridin-3-yl)-3,4-dihydropyrrolo[1,2-a]pyrazin-1(2H)-one